C(C)C=1C=2N(C=C(N1)C)N=C(C2)C=2N=C1N(C(C2)=O)C=C(C=C1)N1C[C@H](N(CC1)CCC)C 2-(4-ethyl-6-methylpyrazolo[1,5-a]pyrazin-2-yl)-7-[(3R)-3-methyl-4-propylpiperazin-1-yl]-4H-pyrido[1,2-a]pyrimidin-4-one